BrC=1C=C(C(=NC1)N1CCC2(C(N3C(O2)CC[C@H]3C3=CC=CC=C3)=O)CC1)F (5'S)-1-(5-bromo-3-fluoropyridin-2-yl)-5'-phenyltetrahydro-3'H-spiro[piperidine-4,2'-pyrrolo[2,1-b]oxazol]-3'-one